[C@H]12COC[C@@H]2C1NC(=O)C1=CC(=NN1CC1=C2CCNC2=CC=C1)C(=O)NC N5-((1R,5S,6r)-3-Oxabicyclo[3.1.0]hexan-6-yl)-1-(indolin-4-ylmethyl)-N3-methyl-1H-pyrazole-3,5-dicarboxamide